[5-(3-amino-5-fluoro-4-methoxy-phenyl)-2-(trifluoromethyl)-4-pyridyl]methanol NC=1C=C(C=C(C1OC)F)C=1C(=CC(=NC1)C(F)(F)F)CO